C(CCCCCCCCCCCCCCCCC)N(CCCN(CCO)CCO)CCCCCCCCCCCCCCCCCC N,N-dioctadecyl-N',N'-bis(2-hydroxyethyl)-1,3-diaminopropane